2-[(2E)-2-(aminomethyl)-3-fluoroprop-2-en-1-yl]-4-[5-(2,1,3-benzoxadiazol-5-yl)-3-methylpyridin-2-yl]-2,4-dihydro-3H-1,2,4-triazol-3-one hydrochloride Cl.NC/C(/CN1N=CN(C1=O)C1=NC=C(C=C1C)C1=CC=2C(=NON2)C=C1)=C\F